C(C)(C)(C)OC(=O)N[C@H](C(=O)[O-])CCC(=O)C1CC1 (S)-2-((tert-Butoxycarbonyl) amino)-5-cyclopropyl-5-oxopentanoate